4-{3-(cyanomethyl)-3-[4-(7H-pyrrolo[2,3-d]pyrimidin-4-yl)-1H-pyrazol-1-yl]azetidin-1-yl}-N-(2-methoxypyridin-3-yl)piperidine-1-carboxamide C(#N)CC1(CN(C1)C1CCN(CC1)C(=O)NC=1C(=NC=CC1)OC)N1N=CC(=C1)C=1C2=C(N=CN1)NC=C2